6,8-bis(trifluoromethyl)quinazoline FC(C=1C=C2C=NC=NC2=C(C1)C(F)(F)F)(F)F